β,β,3-trifluoro-4-pyridinepropanoic acid FC(CC(=O)O)(C1=C(C=NC=C1)F)F